α-aminosebacic acid NC(C(=O)O)CCCCCCCC(=O)O